cyclopropyl-(3-hydroxyazetidin-1-yl)methanone C1(CC1)C(=O)N1CC(C1)O